O=C1NC2=NC=CC=C2CC1NC(OC(C)(C)C)=O tert-butyl N-(2-oxo-3,4-dihydro-1H-1,8-naphthyridin-3-yl)carbamate